N[C@@H]1C[C@H](NC1)C(=O)O (2s,4r)-4-aminoproline